C(C=C)(=O)N1CC(CCC1)N1C[C@@H](CC1)C(=O)NC1=CC=C(C=C1)C1=CC2=C(N=CN=C2N2CCOCC2)N1 (3R)-1-(1-acryloylpiperidin-3-yl)-N-(4-(4-morpholino-7H-pyrrolo[2,3-d]pyrimidin-6-yl)phenyl)pyrrolidine-3-carboxamide